[Mn](=O)([O-])[O-].[Pb+2] lead manganite